4-[7-(1-Acetylpiperidin-4-yl)-4-aminopyrrolo[2,1-f][1,2,4]triazin-5-yl]-3-fluorophenyl-1-(4-fluorophenyl)-2-oxo-1,2-dihydropyridin C(C)(=O)N1CCC(CC1)C1=CC(=C2C(=NC=NN21)N)C2=C(C=C(C=C2)C=2C(N(C=CC2)C2=CC=C(C=C2)F)=O)F